C(C)(CC)OC1=CC=C2C(=CC=NC2=C1)C1=C(C=CC=C1)C 7-(sec-butoxy)-4-(o-tolyl)quinolin